Spirobiindan C12(CCC3=CC=CC=C13)CCC1=CC=CC=C12